5-(4-(3,8-Diazabicyclo[3.2.1]octan-3-yl)pyrrolo[1,2-b]pyridazin-6-yl)-N,N-dimethylpyridazin-3-amine hydrochloride Cl.C12CN(CC(CC1)N2)C=2C=1N(N=CC2)C=C(C1)C=1C=C(N=NC1)N(C)C